C(#N)C(CNC=1C(=CC=C2C=CC(=CC12)C1=CC=CC(=N1)C(=O)NCC)OC)=C 6-{8-[(2-cyano-2-methylideneethyl)amino]-7-methoxynaphthalen-2-yl}-N-ethylpyridine-2-carboxamide